C1=CC=C(C=C1)N(C2=CC=CC=C2)C3=CC=C(C=C3)Br 4-bromotriphenylamine